C(C=C)(=O)N1C[C@H](CCC1)C1=CN(C=2C(=NNC(C21)=O)N)C2=CC=C(C=C2)OC2=CC(=CC=C2)F (R)-3-(1-Acryloylpiperidin-3-yl)-7-amino-1-(4-(3-fluorophenoxy)phenyl)-1,5-dihydro-4H-pyrrolo[2,3-d]pyridazin-4-on